5-bromo-N-((5-methylisoxazol-3-yl)methyl)pyridine-2,3-diamine BrC=1C=C(C(=NC1)NCC1=NOC(=C1)C)N